O=C1NC(CCC1N1CC=2C=CC(=C(C2C1=O)C#N)OC)=O 2-(2,6-dioxopiperidin-3-yl)-5-methoxy-3-oxoisoindoline-4-carbonitrile